(Z)-2-(2-ethyl-5-fluoro-1-(3-(phenoxymethyl)benzylidene)-1H-inden-3-yl)acetic acid C(C)C=1/C(/C2=CC=C(C=C2C1CC(=O)O)F)=C/C1=CC(=CC=C1)COC1=CC=CC=C1